5-(8-(4-Chlorophenyl)-2-imino-3-methyl-2,3-dihydro-1H-imidazo[4,5-c]quinolin-1-yl)-2-((2-(dimethylamino)ethyl)amino)-4-methylbenzonitrile ClC1=CC=C(C=C1)C1=CC=2C3=C(C=NC2C=C1)N(C(N3C=3C(=CC(=C(C#N)C3)NCCN(C)C)C)=N)C